C(C)(=O)N1C2CC2CC1C(=O)NC(C1=CC=CC=C1)C1=CC(=C(C=C1)C1CC1)F 2-acetyl-N-[(4-cyclopropyl-3-fluorophenyl)(phenyl)methyl]-2-azabicyclo[3.1.0]hexane-3-carboxamide